alpha-ethylcinnamat C(C)C(C(=O)[O-])=CC1=CC=CC=C1